FC(C(C(F)(F)F)(C)O)(F)F hexafluorotertiary butyl alcohol